1-((7-((R)-3-Cyclohexyl-2-methylpropanoyl)-10-hydroxy-7-azaspiro[4.5]decan-10-yl)methyl)-4-(hydroxymethyl)pyrrolidin-2-one C1(CCCCC1)C[C@H](C(=O)N1CC2(CCCC2)C(CC1)(O)CN1C(CC(C1)CO)=O)C